tert-butyl (1-((2-(2,6-dioxopiperidin-3-yl)-1,3-dioxoisoindolin-4-yl)glycyl)piperidin-4-yl)carbamate O=C1NC(CCC1N1C(C2=CC=CC(=C2C1=O)NCC(=O)N1CCC(CC1)NC(OC(C)(C)C)=O)=O)=O